isopentyl isocyanate C(CC(C)C)N=C=O